C(CC)C(CC(CCO)O)(CCC)CCC tripropyl-1,3-pentanediol